(5-(2,6-dichloropyrimidin-4-yl)-5-azaspiro[2.4]heptan-6-yl)methyl methanesulfonate CS(=O)(=O)OCC1N(CC2(CC2)C1)C1=NC(=NC(=C1)Cl)Cl